(6-(2,5-dioxo-2,5-dihydro-1H-pyrrol-1-yl)hexanoyl)glycyl-L-prolyl-L-leucylglycyl-L-leucylglycyl-L-phenylalanylglycine O=C1N(C(C=C1)=O)CCCCCC(=O)NCC(=O)N1[C@@H](CCC1)C(=O)N[C@@H](CC(C)C)C(=O)NCC(=O)N[C@@H](CC(C)C)C(=O)NCC(=O)N[C@@H](CC1=CC=CC=C1)C(=O)NCC(=O)O